6-nitro-1,3-benzothiazole [N+](=O)([O-])C1=CC2=C(N=CS2)C=C1